2-amino-2-methylpropan-1-ol stearate C(CCCCCCCCCCCCCCCCC)(=O)OCC(C)(C)N